CNC(=O)[C@H]1CN(CC[C@@H]1NC(=O)C1=NOC(=C1)C1=C(C=C(C=C1)F)F)C1CCCCC1 (3S,4S)-1-cyclohexyl-4-{[5-(2,4-difluoro-phenyl)-isoxazole-3-carbonyl]-amino}-piperidine-3-carboxylic acid methylamide